1-Oxaspiro[4.5]decan-2-one O1C(CCC12CCCCC2)=O